NC1=CC=C(C(=O)NC(P(O)(O)=O)P(O)(O)=O)C=C1 ((4-aminobenzoylamino)-methane-1,1-diyl)bisphosphonic acid